N-(4-(4-amino-5-(3-(hydroxymethyl)-4-(pyrimidin-2-yloxy)phenyl)-7-methyl-7H-pyrrolo[2,3-d]pyrimidin-6-yl)phenyl)acrylamide NC=1C2=C(N=CN1)N(C(=C2C2=CC(=C(C=C2)OC2=NC=CC=N2)CO)C2=CC=C(C=C2)NC(C=C)=O)C